C(C1=CC=CC=C1)N([C@@H]([C@@H](CC)B1OC(C(O1)(C)C)(C)C)C1=CC(=CC=C1)Cl)CC1=CC=CC=C1 (1S,2R)-N,N-dibenzyl-1-(3-chlorophenyl)-2-(4,4,5,5-tetramethyl-1,3,2-dioxaborolan-2-yl)butan-1-amine